CC1(C2C3C4C=CC(C3C(C1)C2)C4)C(=O)OC 9-methyl-9-methoxycarbonyltetracyclo[6.2.1.13,6.02,7]Dodec-4-ene